C1=CN(C(=O)N=C1N)[C@H]2[C@H]([C@@H]([C@H](O2)CO)O)O (beta-D-arabinofuranosyl)cytosine